COC1=CC=CC2=C1NC(OC2=O)=O 8-methoxy-1H-benzo[d][1,3]oxazine-2,4-dione